N(C(C)C(=O)O)CCC(=O)O β-alanopine